C(C1=CC=CC=C1)(=O)OCCCCOCC(=O)O 2-(4-benzoyloxybutoxy)acetic acid